3-(5-methoxy-2-morpholino-6-(pyridin-3-ylamino)pyrimidin-4-yl)benzonitrile COC=1C(=NC(=NC1NC=1C=NC=CC1)N1CCOCC1)C=1C=C(C#N)C=CC1